ClC=1C=C(C(=O)NC2=C(C=NN2C)C(=O)NCC2=C(C=CC=C2)C(F)(F)F)C=C(C1O)Cl 5-(3,5-dichloro-4-hydroxybenzamido)-1-methyl-N-(2-(trifluoromethyl)benzyl)-1H-pyrazole-4-carboxamide